ClC1=NC=C(C=2N=C(N=CC21)NC2CCC(CC2)OC)I 5-chloro-8-iodo-N-(4-methoxycyclohexyl)pyrido[4,3-d]pyrimidin-2-amine